(1R,2R)-2-(ethoxycarbonyl)cyclopropanecarboxylic acid C(C)OC(=O)[C@H]1[C@@H](C1)C(=O)O